N-(2-(3-(trifluoromethyl)benzyloxy)phenyl)acetamide tert-butyl-4-(3-bromopyridin-2-yl)piperazine-1-carboxylate C(C)(C)(C)OC(=O)N1CCN(CC1)C1=NC=CC=C1Br.FC(C=1C=C(COC2=C(C=CC=C2)NC(C)=O)C=CC1)(F)F